OC=1C=C(C=CC1C(C=CC1=CC(=CC=C1)C)=O)NC(C)=O N-[3-Hydroxy-4-[3-(3-methylphenyl)prop-2-enoyl]phenyl]acetamide